C1(=CC=CC2=CC=CC=C12)C=1C2=CC=CC=C2C(=C2C=CC=CC12)C1=CC=C(C=C1)C 9-(1-naphthyl)-10-(p-tolyl)anthracene